N1(CCCCCC1)C=1C2=C(N=C(N1)OCC13[C@H]4[C@@H](CN3CCC1)C4)C(=C(N=C2)Cl)F (1as,6br)-6a-(((4-(azepan-1-yl)-7-chloro-8-fluoropyrido[4,3-d]pyrimidin-2-yl)oxy)methyl)octahydrocyclopropa-pyrrolizine